CC1=C(C=NC(=C1)N1CCN(CC1)C)NC1=NC=C(C(=C1)NCCCN1C(CCCC1)=O)C(F)(F)F 1-(3-((2-((4-methyl-6-(4-methylpiperazin-1-yl)pyridin-3-yl)amino)-5-(trifluoromethyl)pyridin-4-yl)amino)propyl)piperidin-2-one